FC(C(=O)O)(C=1N=NSC1)F difluoro(1,2,3-thiadiazol-4-yl)acetic acid